3-(2,5-Dioxo-2,5-dihydro-1H-pyrrol-1-yl)-N-{27-[(2,5-dioxopyrrolidin-1-yl)oxy]-27-oxo-3,6,9,12,15,18,21,24-octaoxaheptacos-1-yl}propanamid O=C1N(C(C=C1)=O)CCC(=O)NCCOCCOCCOCCOCCOCCOCCOCCOCCC(=O)ON1C(CCC1=O)=O